7-(4-chlorophenyl)-1-(cyclopropylmethyl)-5-(2-methyl-2H-indazol-5-yl)-1,5-dihydro-6H-pyrazolo[4,3-c]pyridazin-6-one ClC1=CC=C(C=C1)C1=C2C(=NN(C1=O)C1=CC3=CN(N=C3C=C1)C)C=NN2CC2CC2